6,6,9-Trimethyl-3-pentyl-6a,7,10,10a-tetrahydrobenzo[c]chromene-1,4-diol CC1(OC=2C(=C(C=C(C2C2C1CC=C(C2)C)O)CCCCC)O)C